FC(C1(OCC1)C=1C=C(OC2CCC2)C=CC1)(F)F (1r,3r)-3-(3-(2-(trifluoromethyl)oxetan-2-yl)phenoxy)cyclobutan